S(=O)(=O)(C1=CC=C(C)C=C1)N1C(=C(C=2C1=NC=CN2)C=2SC=C(N2)C=2C=C(C=CC2)[C@@]2(CCN1C2=NC=C1)O)[2H] (R)-7-(3-(2-(5-tosyl-5H-pyrrolo[2,3-b]pyrazin-7-yl-6-d)thiazol-4-yl)phenyl)-6,7-dihydro-5H-pyrrolo[1,2-a]imidazol-7-ol